CC1=C(C(=O)[O-])C=C(C=C1NC1CCOCC1)Br 2-methyl-3-[(tetrahydro-2H-pyran-4-yl) amino]-5-bromobenzoate